(R)-2-((R)-8-(3,6-Dihydro-2H-pyran-4-yl)-4-methyl-4,5-dihydroisoxazolo[5,4-c]pyrazolo[1,5-a]pyridin-3-yl)-1,1,1-trifluoropropan-2-ol O1CCC(=CC1)C1=NN2C(C3=C([C@H](C2)C)C(=NO3)[C@@](C(F)(F)F)(C)O)=C1